COC1=CC=C(C=C1)CNCC(=O)OCC ethyl 2-[(4-methoxyphenyl) methylamino]Acetate